hept-6-yn-1-yl 2-heptylnonanoate C(CCCCCC)C(C(=O)OCCCCCC#C)CCCCCCC